CC(C(CO)O)=CCC(C(C)(O)C)O 3,7-dimethyl-3-octen-1,2,6,7-tetraol